2,5-bis(4-nitrophenoxy)-N1,N4-bis(3,4,5-trihydroxyphenyl-ethyl)-1,4-benzenedicarboxamide [N+](=O)([O-])C1=CC=C(OC2=C(C=C(C(=C2)C(=O)NCCC2=CC(=C(C(=C2)O)O)O)OC2=CC=C(C=C2)[N+](=O)[O-])C(=O)NCCC2=CC(=C(C(=C2)O)O)O)C=C1